4-(((6-(piperidin-4-yl)pyridin-2-yl)oxy)methyl)benzonitrile bis(4-methylbenzenesulfonate) salt CC1=CC=C(C=C1)S(=O)(=O)O.CC1=CC=C(C=C1)S(=O)(=O)O.N1CCC(CC1)C1=CC=CC(=N1)OCC1=CC=C(C#N)C=C1